1-((1r,4r)-4-(bis(cyclopropylmethyl)amino)cyclohexyl)-6-isopropyl-5-(8-methoxy-[1,2,4]triazolo[1,5-a]pyridin-6-yl)-1,3-dihydro-2H-benzo[d]imidazol-2-one C1(CC1)CN(C1CCC(CC1)N1C(NC2=C1C=C(C(=C2)C=2C=C(C=1N(C2)N=CN1)OC)C(C)C)=O)CC1CC1